benzyl (2S,4R*)-1-((9,9-difluoro-9H-fluorene-3-carbonyl)glycyl)-4-(hydroxymethyl)pyrrolidine-2-carboxylate FC1(C2=CC=CC=C2C=2C=C(C=CC12)C(=O)NCC(=O)N1[C@@H](C[C@H](C1)CO)C(=O)OCC1=CC=CC=C1)F |o1:23|